(5RS)-2-[(6-Chloropyridin-3-yl)methyl]-5-[(3,3-difluoropyrrolidin-1-yl)carbonyl]-5,6,7,8-tetrahydro[1,2,4]triazolo[4,3-a]pyridin-3(2H)-one ClC1=CC=C(C=N1)CN1N=C2N([C@H](CCC2)C(=O)N2CC(CC2)(F)F)C1=O |r|